(2-ethylbenzofuran-3-yl-4,5,6,7-d)(4-hydroxyphenyl)methanone C(C)C=1OC2=C(C1C(=O)C1=CC=C(C=C1)O)C(=C(C(=C2[2H])[2H])[2H])[2H]